[Sn].C(CCCCCCC)(=O)O Caprylic Acid Tin